FC(OC1=C(C(=C(NC=2C3=C(N=CN2)C=CC(=N3)N3[C@@H]2CN([C@H](C3)C2)C(=O)OC(C)(C)C)C=C1)F)C)F tert-butyl (1S,4S)-5-[4-[4-(difluoromethoxy)-2-fluoro-3-methyl-anilino]pyrido[3,2-d]pyrimidin-6-yl]-2,5-diazabicyclo[2.2.1]heptane-2-carboxylate